N1=CC=C(C=C1)C1=CC2=C(NC(=N2)NC(OCCN(C)C)=O)C=C1 2-(dimethylamino)ethyl (5-(pyridin-4-yl)-1H-benzo[d]imidazol-2-yl)carbamate